CN(C(=O)C=1C=C(C=NC1)C1=NC(=C(C=C1)NC(=O)C=1C(=NOC1C)C1=CC=CC=C1)OC)C (5'-(dimethylcarbamoyl)-6-methoxy-[2,3'-bipyridyl]-5-yl)-5-methyl-3-phenylisoxazole-4-carboxamide